COC1=C(C=C(C(=C1)C)OC)CCN 2,5-dimethoxy-4-methylphenylethylamine